C(CC)C1=CC=C(C=C1)C=1C=C2C(=CNC2=CC1)NC(=O)NC1=CC=C(C=C1)C(F)(F)F 1-(5-(4-propylphenyl)-1H-indol-3-yl)-3-(4-(trifluoromethyl)phenyl)urea